3-sulfopropyl-tetradecyl-dimethyl-amine S(=O)(=O)(O)CCCCN(C)CCCCCCCCCCCCCC